NC=1C=2N(C=CN1)C(=NC2C2=CC=C(C(=O)NC1=NC=CC=C1)C=C2)[C@H]2N(CCC2)CCCCCCCCCCCCSC2=C1C(N(C(C1=CC=C2)=O)C2C(NC(CC2)=O)=O)=O 4-(8-Amino-3-((2S)-1-(12-((2-(2,6-dioxopiperidin-3-yl)-1,3-dioxoisoindoline-4-yl)thio)dodecyl)pyrrolidin-2-yl)imidazo[1,5-a]pyrazin-1-yl)-N-(pyridin-2-yl)benzamide